phenyl-pyridyl-tetraphenyl-methane C1(=CC=CC=C1)C=1C(=C(C=CC1)C(C1=CC=CC=C1)(C1=CC=CC=C1)C1=CC=CC=C1)C1=NC=CC=C1